(2-(2-(2-(2-((2-(2,6-Dioxopiperidin-3-yl)-1,3-dioxoisoindolin-4-yl)thio)ethoxy)ethoxy)ethoxy)ethoxy)acetic acid O=C1NC(CCC1N1C(C2=CC=CC(=C2C1=O)SCCOCCOCCOCCOCC(=O)O)=O)=O